Tert-butyl N-[[(2S)-4-[2-[2-[1-(2,6-dioxo-3-piperidyl)-3-methyl-2-oxo-benzimidazol-5-yl] ethoxy]ethyl]morpholin-2-yl]methyl]carbamate O=C1NC(CCC1N1C(N(C2=C1C=CC(=C2)CCOCCN2C[C@@H](OCC2)CNC(OC(C)(C)C)=O)C)=O)=O